OC(C)(C)C1=CC=C(C=C1)NC(=O)C=1C(N(C=CC1)C1=C(C=CC=C1)OCC(F)(F)F)=O N-[4-(2-hydroxypropan-2-yl)phenyl]-2-oxo-1-(2-(2,2,2-trifluoroethoxy)phenyl)-1,2-dihydropyridine-3-carboxamide